C(C)(C)(C)OC(=O)N1C(CC[C@H]1C(F)(F)F)=O (5S)-2-oxo-5-(trifluoromethyl)pyrrolidine-1-carboxylic acid tert-butyl ester